5-(3-benzyl-1-((1-methyl-1H-pyrazol-3-yl)sulfonyl)pyrrolidin-3-yl)-1-(4-fluorophenyl)-6-methyl-1H-indazole C(C1=CC=CC=C1)C1(CN(CC1)S(=O)(=O)C1=NN(C=C1)C)C=1C=C2C=NN(C2=CC1C)C1=CC=C(C=C1)F